sulfonylbis(4-chloropyrazole) S(=O)(=O)(C1=NNC=C1Cl)C1=NNC=C1Cl